S(N)(=O)(=O)C1=CC=C(C=C1)NC(CI)=O N-(4-(sulfamoyl)phenyl)-2-iodoacetamide